CN(C1CCC=2C=CC(=CC2C1)NC1=NC=C2C(=N1)N(N(C2=O)CC)C2=NC(=CC=C2)C(C)(C)O)C 6-{[7-(dimethylamino)-5,6,7,8-tetrahydronaphthalen-2-yl]amino}-2-ethyl-1-[6-(2-hydroxypropan-2-yl)pyridin-2-yl]-1H,2H,3H-pyrazolo[3,4-d]pyrimidin-3-one